9-fluoro-3-[4-(1H-pyrrol-2-yl)-1,3-thiazol-2-yl]-1,3,4,11,12,12a-hexahydropyrido[1,2-b][2]benzazepin-6(2H)-one FC=1C=CC2=C(CCC3N(C2=O)CC(CC3)C=3SC=C(N3)C=3NC=CC3)C1